Prop-2-en-1-amine hydrochloride Cl.C(C=C)N